(3R)-3-amino-5-[(4-chlorophenyl)methyl]-7-[5-(1-methoxycyclopropyl)-1,3,4-oxadiazol-2-yl]-1,1-dioxo-2,3-dihydro-1λ6,5-benzothiazepin-4-one N[C@H]1CS(C2=C(N(C1=O)CC1=CC=C(C=C1)Cl)C=C(C=C2)C=2OC(=NN2)C2(CC2)OC)(=O)=O